CC/C=C\\CC(C(/C=C/C=CC=CC=CC(CCCCCC(=O)O)O)O)O The molecule is a docosanoid that is (14E,19Z)-docosa-8,10,12,14,19-pentaenoic acid carrying three hydroxy substituents at positions 7, 16 and 17. An intermediate of specialised proresolving mediators It has a role as a specialised pro-resolving mediator and a human xenobiotic metabolite. It is a docosanoid and a hydroxy polyunsaturated fatty acid. It is a conjugate acid of a 7,16,17-trihydroxy-(14E,19Z)-docosa-8,10,12,14,19-pentaenoate.